C(N)(=O)C1=C(NC(CCC(=O)O)=O)C=C(C=C1)F 4-(2-carbamoyl-5-fluoro-anilino)-4-oxo-butyric acid